CC=1C2=C(SC1C(=O)O)C=CC(=C2)C(F)(F)F 3-methyl-5-trifluoromethylbenzo[b]thiophene-2-carboxylic acid